tert-Butyl 5-(4-(3-(ethoxycarbonyl)-6-(4-(trifluoromethyl)phenyl)naphthalen-1-yl)phenyl)-5-hydroxyazocane-1-carboxylate C(C)OC(=O)C=1C=C(C2=CC=C(C=C2C1)C1=CC=C(C=C1)C(F)(F)F)C1=CC=C(C=C1)C1(CCCN(CCC1)C(=O)OC(C)(C)C)O